C1(CC1)COC1=C(C=C(C=C1)S(=O)(=O)C)C=1C2=C(C(N(C1)C)=O)C=CO2 7-[2-(cyclopropylmethoxy)-5-methylsulfonylphenyl]-5-methylfuro[3,2-c]pyridine-4-one